1-[4-[[(2'S,4R,7R)-2-chloro-4-(difluoromethyl)-4-hydroxy-2'-methyl-spiro[5H-thieno[2,3-c]pyran-7,4'-piperidin]-1'-yl]methyl]pyrazol-1-yl]-3-methyl-butane-2,3-diol (trifluoroacetate) FC(C(=O)O)(F)F.ClC1=CC2=C(S1)[C@@]1(C[C@@H](N(CC1)CC=1C=NN(C1)CC(C(C)(O)C)O)C)OC[C@@]2(O)C(F)F